5-(2-fluoro-4-(3-oxo-5-phenyl-6,7-dihydro-3H-pyrrolo[2,1-c][1,2,4]triazol-2(5H)-yl)phenoxy)-4-methylthiazole-2-carboxamide FC1=C(OC2=C(N=C(S2)C(=O)N)C)C=CC(=C1)N1N=C2N(C1=O)C(CC2)C2=CC=CC=C2